O1C[C@@H](CC1)C1=NC=2C(=CN(C(C2N1)=O)C1=NC(=CC(=C1)C1=C(C=C(C=C1)F)C=1N(C=C(N1)C#N)C)C1CC1)C(F)(F)F 2-[2-(2-{2-[(S)-Tetrahydro-3-furyl]-4-oxo-7-(trifluoromethyl)-3,5-dihydro-1,3,5-triaza-5-indenyl}-6-cyclopropyl-4-pyridyl)-5-fluorophenyl]-1-methyl-4-imidazolecarbonitrile